C(=O)C1=C(C=CC=C1)P(C1=C(C=CC=C1)C=O)C1=C(C=CC=C1)C=O tri(2-formylphenyl)phosphine